CN1C=C(C=2C1=NC=CC2)[C@@H](CNS(=O)(=O)C2=CC=C1C=CNC1=C2)N2CCCC2 (S)-N-(2-(1-methyl-1H-pyrrolo[2,3-b]pyridin-3-yl)-2-(pyrrolidin-1-yl)ethyl)-1H-indole-6-sulfonamide